(4S)-4-propyl-3-((4-(trifluoro-methyl)phenyl)sulfonyl)di-hydrofuran-2(3H)-one C(CC)[C@@H]1C(C(OC1)=O)S(=O)(=O)C1=CC=C(C=C1)C(F)(F)F